O=C1NC(CCC1N1C(N(C2=C1C=CC(=C2)C2CN(CC2)C2CCN(CC2)C2=CC=C(CNC(OC(C)(C)C)=O)C=C2)C)=O)=O Tert-butyl 4-(4-(3-(1-(2,6-dioxopiperidin-3-yl)-3-methyl-2-oxo-2,3-dihydro-1H-benzo[d]imidazol-5-yl)pyrrolidin-1-yl)piperidin-1-yl)benzylcarbamate